3-(2,2-dicyclohexylethoxy)-1H-pyrazole C1(CCCCC1)C(COC1=NNC=C1)C1CCCCC1